N-palmitoyl-N-cyclohexyl-taurine C(CCCCCCCCCCCCCCC)(=O)N(CCS(=O)(=O)O)C1CCCCC1